Eicosanoyl acrylate C(C=C)(=O)OC(CCCCCCCCCCCCCCCCCCC)=O